methyl 5-(4-(4-cyanophenyl) piperidine-1-carbonyl)-4-ethyl-2-methylbenzoate C(#N)C1=CC=C(C=C1)C1CCN(CC1)C(=O)C=1C(=CC(=C(C(=O)OC)C1)C)CC